COC=1C(=C2C=CNC2=C(C1)C)CN1C(CC2(CC2)CC1)C1=C(C=C(C(=O)O)C=C1)NCCOC 4-(6-((5-methoxy-7-methyl-1H-indol-4-yl)methyl)-6-azaspiro[2.5]octan-5-yl)-3-((2-methoxyethyl)amino)benzoic acid